((2R,5R)-5-ethyl-2-((R)-1-hydroxyethyl)piperazin-1-yl)-4-methyl-2-(tetrahydro-2H-pyran-2-yl)-2,4-dihydro-5H-pyrazolo[4,3-b]pyridin-5-one C(C)[C@H]1NC[C@@H](N(C1)C=1N(N=C2C1N(C(C=C2)=O)C)C2OCCCC2)[C@@H](C)O